(2R)-2-amino-2-(4-bromophenyl)ethanol tert-butyl-N-(3-cyanopropyl)carbamate C(C)(C)(C)N(C(=O)OC[C@@H](C1=CC=C(C=C1)Br)N)CCCC#N